BrC=1C=CC(=C(N(C)C)C1)C(F)(F)F 5-bromo-N,N-dimethyl-2-(trifluoromethyl)aniline